O-(3-chloro-2-propenyl)hydroxylamine ClC=CCON